5-(3-hydroxyphenyl)-1,3,4-thiadiazol OC=1C=C(C=CC1)C1=NN=CS1